2-(cyclopropylamino)-N-methylacetamide C1(CC1)NCC(=O)NC